C(#N)C(C)(C)C1=CC(=NC=C1)C(=O)NC1=C(C=CC(=C1)C=1C=NC2=CC(=NC=C2C1)N(C)CC1=CC=C(C=C1)OC)F 4-(2-cyanopropan-2-yl)-N-(2-fluoro-5-(7-((4-methoxybenzyl)(methyl)amino)-1,6-naphthyridin-3-yl)phenyl)picolinamide